C(=O)O.OB1OCCC2=C1C=C(C(=C2)OC)C=2C=C1C(=NN=C(C1=CC2)N)C 6-(1-HYDROXY-6-METHOXY-3,4-DIHYDRO-2,1-BENZOXABORININ-7-YL)-4-METHYLPHTHALAZIN-1-AMINE FORMIC ACID SALT